CS(=O)(=O)N1CCC(CC1)NC1=NN2C(C(=C(C=C2)C=2C=NNC2)NC2=CC=CC=C2)=N1 N2-(1-(methylsulfonyl)piperidin-4-yl)-N8-phenyl-7-(1H-pyrazol-4-yl)-[1,2,4]triazolo[1,5-a]pyridine-2,8-diamine